tert-butyl N-[(3-hydroxythietan-3-yl)methyl]carbamate OC1(CSC1)CNC(OC(C)(C)C)=O